2-chloro-3-nitrophenol ClC1=C(C=CC=C1[N+](=O)[O-])O